3-(4-(1-(3-(1-(((R)-1-(3-(difluoromethyl)-2-fluorophenyl)ethyl)amino)-4-methyl-pyrido[3,4]pyridazin-7-yl)phenethyl)piperidin-4-yl)phenyl)piperidine-2,6-dione FC(C=1C(=C(C=CC1)[C@@H](C)NN1NC=C(C2=C1C=C(N=C2)C=2C=C(CCN1CCC(CC1)C1=CC=C(C=C1)C1C(NC(CC1)=O)=O)C=CC2)C)F)F